FC1=C(C(=CC=C1)F)C1CCN(C(=C1)C(F)(F)F)NC 4-(2,6-Difluorophenyl)-1-(methylamino)-6-(trifluoromethyl)-3H-pyridin